Tetracyclo[9.2.1.02,10.03,8]tetradeca-3,5,7,12-tetraen C12C3C4=CC=CC=C4CC3C(C=C1)C2